1α,3α,5β-cyclohexanetricarboxylic acid C1C(CC(CC1C(=O)O)C(=O)O)C(=O)O